C(#N)C=1C=C(C=CC1)C(C=1C=CC(=C(C1)NC(=O)C1=CC(=NN1)C(F)(F)F)F)N(C)C1CC1 N-(5-((3-cyanophenyl)(cyclopropyl-methylamino)methyl)-2-fluorophenyl)-3-(trifluoromethyl)-1H-pyrazole-5-carboxamide